4-methoxy-7-(phenylsulfonyl)-5-vinyl-7H-pyrrolo[2,3-d]pyrimidine COC=1C2=C(N=CN1)N(C=C2C=C)S(=O)(=O)C2=CC=CC=C2